INDIUM PHOSPHORUS [P].[In]